ClC1=CC=2C(=C3N(CCN(C3)C(CCOCC3NCC3)=O)C2N=C1OC)C 2-((3-(3-chloro-2-methoxy-5-methyl-8,9-dihydropyrido[3',2':4,5]pyrrolo[1,2-a]pyrazin-7(6H)-yl)-3-oxopropoxy)methyl)azetidin